C(C)(C)(C)N1C[C@H]([C@@H](C1)C1=CC=C(C=C1)Cl)C(=O)N1[C@@H](C[C@@H](C1)N(C(C(C)(C)C)=O)C1CCC(CC1)C)C(=O)O (2S,4S)-1-((3S,4R)-1-(tert-butyl)-4-(4-chlorophenyl)pyrrolidine-3-carbonyl)-4-(N-((1s,4R)-4-methylcyclohexyl)pivalamido)pyrrolidine-2-carboxylic acid